5-((4-(((7-isopropyl-4,8-dimethyl-6-oxo-5,6,7,8-tetrahydropteridin-2-yl)amino)methyl)-1H-pyrazol-1-yl)methyl)pyridin C(C)(C)C1C(NC=2C(=NC(=NC2N1C)NCC=1C=NN(C1)CC=1C=CC=NC1)C)=O